4-((5-(pyridin-3-yl)-1-(4-(trifluoromethyl)benzyl)-1H-indole-7-carboxamido)methyl)benzoic acid N1=CC(=CC=C1)C=1C=C2C=CN(C2=C(C1)C(=O)NCC1=CC=C(C(=O)O)C=C1)CC1=CC=C(C=C1)C(F)(F)F